2,6-bis(morpholino)-4-[(β-hydroxyethyl)methylamino]-pyrimido(5,4-d)pyrimidine O1CCN(CC1)C=1N=C(C2=C(N1)C=NC(=N2)N2CCOCC2)N(C)CCO